6,6'-bis-(2,4,6-trimethylphenyl)-2,2'-bipyridine CC1=C(C(=CC(=C1)C)C)C1=CC=CC(=N1)C1=NC(=CC=C1)C1=C(C=C(C=C1C)C)C